C(C)(C)N1N=C(C=C1)C1=C(C2=C(N=C(N=C2N2C[C@@H](CCC2)OC)C2=NC=CC=C2)S1)C |r| rac-6-(1-isopropyl-1H-pyrazol-3-yl)-4-(3-methoxypiperidin-1-yl)-5-methyl-2-(pyridin-2-yl)thieno[2,3-d]pyrimidine